5-[5-(pyridin-3-yl)-1,3-thiazol-2-yl]pyrrolidine-3-carboxamide N1=CC(=CC=C1)C1=CN=C(S1)C1CC(CN1)C(=O)N